tert-butyl (R,E)-3-((5-(bicyclo[1.1.1]pentan-1-yl)-3-butyl-7-(dimethylamino)-2-methyl-1,1-dioxido-2,3,4,5-tetrahydrobenzo[f][1,2,5]thiadiazepin-8-yl)oxy)acrylate C12(CC(C1)C2)N2C[C@H](N(S(C1=C2C=C(C(=C1)O/C=C/C(=O)OC(C)(C)C)N(C)C)(=O)=O)C)CCCC